N-((S)-4,4-dimethyl-1-oxo-1-(2-(((S)-2-oxopyrrolidin-3-yl)methyl)hydrazineyl)pentan-2-yl)-5-methylisoxazole-3-carboxamide, hydrochloride Cl.CC(C[C@@H](C(NNC[C@H]1C(NCC1)=O)=O)NC(=O)C1=NOC(=C1)C)(C)C